CC=1C=2N(CCN1)N=CC2 4-methyl-6,7-dihydropyrazolo[1,5-a]pyrazine